methyl 6-[(2S)-2-(tert-butoxycarbonylamino)-3,3-dimethyl-butanoyl]-6-azaspiro[3.4]octane-7-carboxylate C(C)(C)(C)OC(=O)N[C@H](C(=O)N1CC2(CCC2)CC1C(=O)OC)C(C)(C)C